5-amino-2-chloro-N-(2-cyano-4-fluorophenyl)-N-(prop-2-yn-1-yl)benzamide Methyl-2-(4-((4-fluorophenyl)amino)phenyl)acetate Methyl-2-(4-aminophenyl)acetate COC(CC1=CC=C(C=C1)N)=O.COC(CC1=CC=C(C=C1)NC1=CC=C(C=C1)F)=O.NC=1C=CC(=C(C(=O)N(CC#C)C2=C(C=C(C=C2)F)C#N)C1)Cl